tris(2-carboxyphenyl)benzene C(=O)(O)C1=C(C=CC=C1)C=1C(=C(C=CC1)C1=C(C=CC=C1)C(=O)O)C1=C(C=CC=C1)C(=O)O